CC1(CN=CC2=CC=C(C=C12)C1=NC(=NC=C1)NC1=CC=C(C=C1)C1(CC1)S(=O)(=O)C)C 4,4-Dimethyl-6-(2-((4-(1-(methylsulfonyl)cyclopropyl)phenyl)amino)pyrimidin-4-yl)-3,4-Dihydroisoquinolin